FC1=C(C(=O)N2CC3C(C2)CN(C3)C(=O)[O-])C(=CC=C1)C1=NC=CC=N1 (3R,6S)-5-(2-Fluoro-6-(pyrimidin-2-yl)benzoyl)hexahydropyrrolo[3,4-c]pyrrole-2(1H)-carboxylate